CC/C=C\\C/C=C\\CCCCCCCC(=O)SCCNC(=O)CCNC(=O)[C@@H](C(C)(C)COP(=O)(O)OP(=O)(O)OC[C@@H]1[C@H]([C@H]([C@@H](O1)N2C=NC3=C(N=CN=C32)N)O)OP(=O)(O)O)O The molecule is an unsaturated fatty acyl-CoA that results from the formal condensation of the thiol group of coenzyme A with the carboxy group of (9Z,12Z)-pentadecadienoic acid. It is a long-chain fatty acyl-CoA and an unsaturated fatty acyl-CoA. It is a conjugate acid of a (9Z,12Z)-pentadecadienoyl-CoA(4-).